6-((4-chloro-2-fluorophenoxy)methyl)nicotinonitrile ClC1=CC(=C(OCC2=NC=C(C#N)C=C2)C=C1)F